N-(3-((3-(9H-purin-6-yl)pyridin-2-yl)amino)-4-methylphenyl)-3-chloro-4-methylbenzamide N1=CN=C2NC=NC2=C1C=1C(=NC=CC1)NC=1C=C(C=CC1C)NC(C1=CC(=C(C=C1)C)Cl)=O